C(C)(C)(C)OC(=O)N1[C@@H](CN(CC1)C1=NC=CC2=CC(=CC=C12)F)C (R)-4-(6-fluoroisoquinolin-1-yl)-2-methylpiperazine-1-carboxylic acid tert-butyl ester